[N+](=O)([O-])[O-].[Pd+2].[Ag+].[N+](=O)([O-])[O-].[N+](=O)([O-])[O-] silver-palladium nitrate